N1(N=CN=C1)C[C@@]1(C[C@@H](CO1)COC1=C(C=C(C=C1)N1CCN(CC1)C1=CC(=C(C(=O)NC2=CC=C(C=C2)F)C=C1)C)C)C1=C(C=C(C=C1)F)F 4-(4-(4-(((3R,5R)-5-((1H-1,2,4-triazol-1-yl)methyl)-5-(2,4-difluorophenyl)tetrahydrofuran-3-yl)methoxy)-3-methylphenyl)piperazin-1-yl)-N-(4-fluorophenyl)-2-methylbenzamide